BrC1=CC(=CC=2N(C(=NC21)N2C(=CC=C2C)C)C)Cl 4-bromo-6-chloro-2-(2,5-dimethylpyrrol-1-yl)-1-methyl-benzimidazole